7,7-dimethyl-cyclopenta[1,2-b:4,3-b']Dipyrrole CC1(C2=NC=CC2=C2C1=NC=C2)C